(S)-(4-(7-fluoroquinolin-4-yl)piperazin-1-yl)(1-((1-(2-hydroxyethyl)-1H-1,2,4-triazol-3-yl)sulfonyl)pyrrolidin-3-yl)methanone FC1=CC=C2C(=CC=NC2=C1)N1CCN(CC1)C(=O)[C@@H]1CN(CC1)S(=O)(=O)C1=NN(C=N1)CCO